C12C(CC(CC1)C2)N2C(N(C=1C2=C2C(=NC1)NC(=C2C2=CC=CC=C2)C=2C=NN(C2)CS(=O)(=O)C)C)=O 1-(bicyclo[2.2.1]hept-2-yl)-3-methyl-7-(1-((methylsulfonyl)methyl)-1H-pyrazol-4-yl)-8-phenyl-3,6-dihydroimidazo[4,5-d]pyrrolo[2,3-b]pyridin-2(1H)-one